5-bromo-6-cyclopropyl-4-methoxypyrimidine BrC=1C(=NC=NC1C1CC1)OC